C(C)(C)(C)OC(=O)NCCCCS(=O)(=O)CCCNC(OCC1=CC=CC=C1)=O benzyl N-(3-[4-[(tert-butoxycarbonyl)amino]butanesulfonyl]propyl)carbamate